Europium (II) tetrahydrofurane O1CCCC1.[Eu+2]